C(C)(C)(C)OC(=O)N1CC2=CC=CC=C2C[C@H]1[C@@H](CN1C(C2=CC=C(C=C2C2(C1)CC(C2)(F)F)C(=O)O)=O)O ((R)-2-((S)-2-(tert-butoxycarbonyl)-1,2,3,4-tetrahydroisoquinolin-3-yl)-2-hydroxyethyl)-3,3-difluoro-1'-oxo-2',3'-dihydro-1'H-spiro[cyclobutane-1,4'-isoquinoline]-6'-carboxylic acid